ClC=1C=C2C(=NC1)C(=CO2)C=2C=C(C=O)C=CC2 3-(6-chlorofuro[3,2-b]pyridin-3-yl)benzaldehyde